O[C@]1([C@@H](CCC1)N1C(C(=CC2=C1N=C(N=C2)NC2(CCN(CC2)S(=O)(=O)C([2H])([2H])[2H])[2H])C([2H])([2H])[2H])=O)C (-)-8-((1R,2R)-2-hydroxy-2-methylcyclopentyl)-6-(methyl-d3)-2-((1-((methyl-d3)sulfonyl)piperidin-4-yl-4-d)-amino)pyrido[2,3-d]pyrimidin-7(8H)-one